FC1=C2C=CN(C2=CC(=C1C=O)F)C 4,6-difluoro-1-methyl-indole-5-carbaldehyde